S1C2=C(C(=C1)C[C@H](CC(=O)NO)N1N=NC(=C1)C(C)NC(C1=CC=C(C=C1)F)=O)C=CC=C2 N-(1-(1-((R)-1-(benzo[b]thiophen-3-yl)-4-(hydroxyamino)-4-oxobutan-2-yl)-1H-1,2,3-triazol-4-yl)ethyl)-4-fluorobenzamide